OC[C@H]1O[C@H]([C@H]2[C@@H]1OC(O2)(C)C)C2=CSC1=C2N=CN=C1NC(OC(C)(C)C)=O tert-butyl (7-((3aS,4S,6R,6aR)-6-(hydroxymethyl)-2,2-dimethyltetrahydrofuro[3,4-d][1,3]dioxol-4-yl)thieno[3,2-d]pyrimidin-4-yl)carbamate